F[Pt-4](F)(F)(F)(F)F hexafluoroplatinum (II)